C(C1=CC=CC=C1)C1=CC(=C(C2=CC=CC=C12)N(C)C)P(C1=CC=CC=C1)C1=CC=CC=C1 4-benzyl-2-(diphenylphosphino)-N,N-dimethylnaphthalen-1-amine